1-hexen-3-yne C=CC#CCC